1-(8-(m-tolyl)-3,8-diazabicyclo[3.2.1]octan-3-yl)prop-2-en-1-one C1(=CC(=CC=C1)N1C2CN(CC1CC2)C(C=C)=O)C